1-methyl-3,5-bis(methylthio)-2,4-phenylenediamine CC1=C(C(=C(C(=C1)SC)N)SC)N